NC1=CC=CC(=N1)S(=O)(=O)NC(=O)C=1C(=NC(=CC1)C1CC1)OC1=C(C=C(C=C1C)C)C N-[(6-Amino-2-pyridyl)sulfonyl]-6-cyclopropyl-2-(2,4,6-trimethylphenoxy)pyridin-3-carboxamid